C(#N)C=1C2=C(SC1NC(CSC1(C=CC1)C(=O)OCC)=O)CCCC2 ethyl 1-((2-((3-cyano-4,5,6,7-tetrahydrobenzo[b]thiophen-2-yl)amino)-2-oxoethyl)thio)cyclobutenecarboxylate